C(=O)O.CC(C)(C)S(=O)N[C@@H]1C\C=C/C[C@H](S[C@@H]2[C@@H]([C@H]([C@H]([C@@H]1O2)O)O)O)CN2CCOCC2 2-methyl-N-((1R,3S,8R,9R,10R,11S,12R,Z)-10,11,12-trihydroxy-3-(morpholinomethyl)-13-oxa-2-thiabicyclo[7.3.1]tridec-5-en-8-yl)propane-2-sulfinamide formate salt